OC1=C(C=C2CCN(CC2=C1)C(=O)OC(C)(C)C)OC tert-butyl 7-hydroxy-6-methoxy-3,4-dihydroisoquinoline-2(1H)-carboxylate